(S,Z)-2-cyclopropyl-N-(4-(methylsulfonyl)-1-phenylbut-3-en-2-yl)-4-phenoxypyrimidine-5-carboxamide C1(CC1)C1=NC=C(C(=N1)OC1=CC=CC=C1)C(=O)N[C@@H](CC1=CC=CC=C1)\C=C/S(=O)(=O)C